ClC=1C=C(C=CC1)N1C(N([C@H](C1)C#N)C1=CN=CC2=CC=CC=C12)=O (R)-1-(3-chlorophenyl)-3-(isoquinolin-4-yl)-2-oxoimidazoline-4-carbonitrile